N=1NN=NC1C#CC=1C=C(C=CC1)S(=O)(=O)NC1=C2C(NC(C2=C(C=C1)Br)=O)O 3-((2H-tetrazol-5-yl)ethynyl)-N-(7-bromo-3-hydroxy-1-oxoisoindolin-4-yl)benzenesulfonamide